4-[4-[(3R,4S)-3-cyano-3-cyclopropyl-4-methyl-2-oxopyrrolidin-1-yl]pyrrolo[1,2-b]pyridazin-6-yl]pyridine-2-carbonitrile C(#N)[C@@]1(C(N(C[C@H]1C)C=1C=2N(N=CC1)C=C(C2)C2=CC(=NC=C2)C#N)=O)C2CC2